N1=CN=C(C2=C1N=CC=C2)N2CC1(C2)CCN(CC1)CC1=CC=C(C=C1)NS(=O)(=O)CC N-[4-[(2-pyrido[2,3-d]pyrimidin-4-yl-2,7-diazaspiro[3.5]nonan-7-yl)methyl]phenyl]ethanesulfonamide